1-(4-(2-methoxypyridin-4-yl)phenyl)-4-(propane-1-yn-1-yl)-1H-indazole COC1=NC=CC(=C1)C1=CC=C(C=C1)N1N=CC2=C(C=CC=C12)C#CC